(S)-2-amino-2-(3-(trifluoromethyl)phenyl)ethane-1-ol hydrochloride Cl.N[C@H](CO)C1=CC(=CC=C1)C(F)(F)F